2-((4-fluorophenyl)amino)-9-(trifluoromethyl)-7H-pyrimido[5',4':3,4]cyclopenta[1,2-c]quinolin-7-one FC1=CC=C(C=C1)NC=1C=C2C3=C(C=NC2=CC1)C(C1=C3C=NC(=N1)C(F)(F)F)=O